ClC=1C=C2C(=NN1)N(C[C@@H]1N2C[C@@H](C1)OC1=CC=C(C=C1)C=O)C(=O)OC(C)(C)C tert-butyl (6aR,8R)-2-chloro-8-(4-formylphenoxy)-6a,7,8,9-tetrahydropyrrolo-[1',2':4,5]pyrazino[2,3-c]pyridazine-5(6H)-carboxylate